6-(1-isobutyl-1H-pyrazol-4-yl)pyrazolo[1,5-a]pyridine-3-carbonitrile C(C(C)C)N1N=CC(=C1)C=1C=CC=2N(C1)N=CC2C#N